NC1=NC=NC(=C1OC[C@H]1N(CCC1)C(=O)OC(C)(C)C)Cl (S)-tert-Butyl 2-(((4-amino-6-chloropyrimidin-5-yl)oxy)methyl)pyrrolidine-1-carboxylate